2-{4-[5-chloro-1-(1-cyclopropyl-1H-pyrazol-4-yl)-1H-indazol-6-yl]piperazin-1-yl}cyclopentan-1-ol ClC=1C=C2C=NN(C2=CC1N1CCN(CC1)C1C(CCC1)O)C=1C=NN(C1)C1CC1